C(C)(C)(C)OC(=O)N1CC(C2=C1C=NC=1N2N=C(C1F)F)(C(F)(F)F)C 2,3-difluoro-8-methyl-8-(trifluoromethyl)-7,8-dihydro-6H-pyrazolo[1,5-a]pyrrolo[2,3-e]pyrimidine-6-carboxylic acid tert-butyl ester